ClC1=CC=C2C=C(NC2=C1)C(=O)N1CC2(C[C@H]1C(=O)N[C@H](C(=O)[O-])C[C@H]1C(NC(C1)(C)C)=O)CCCCC2 (2S)-2-[[(3S)-2-(6-chloro-1H-indole-2-carbonyl)-2-azaspiro[4.5]decane-3-carbonyl]amino]-3-[(3R)-5,5-dimethyl-2-oxo-pyrrolidin-3-yl]propanoate